(1-(5-((2-ethylphenyl)thio)pyrazin-2-yl)piperidin-4-yl)methylamine C(C)C1=C(C=CC=C1)SC=1N=CC(=NC1)N1CCC(CC1)CN